Ethoxy-6-(5-methyl-3-phenyl-1H-pyrazol-1-yl)-5-(N-methylsulfamoyl)picolinimidamide C(C)OC=1C(=NC(=C(C1)S(NC)(=O)=O)N1N=C(C=C1C)C1=CC=CC=C1)C(N)=N